C[C@H]1CCOCCCN2C=NC(C3=NNC=4C=CC(O1)=CC34)=C2 (12S)-12-methyl-9,13-dioxa-3,5,18,19-tetraazatetracyclo[12.5.2.12,5.017,20]docosa-1(19),2(22),3,14(21),15,17(20)-hexaene